CN1CCN(CC1)C1=CC=C(C=C1)NC=1N=CC2=C(N1)N(C(C=C2C#C[Si](C(C)C)(C(C)C)C(C)C)=O)C2CCC(CC2)N 2-{[4-(4-Methylpiperazin-1-yl)phenyl]amino}-8-[(1s,4s)-4-aminocyclohexyl]-5-[2-(triisopropylsilyl)ethynyl]pyrido[2,3-d]pyrimidin-7-one